C(CCCCCCC)SCC1=C(C=C(C(=C1)OC)OC)[N+](=O)[O-] 4,5-dimethoxy-2-nitrobenzyl octyl sulfide